(3R)-1-(7-Isopropyl-2-methyl-7,8-dihydro-6H-pyrimido[5,4-b][1,4]oxazin-4-yl)-N-methylpyrrolidin-3-amine C(C)(C)C1NC2=C(OC1)C(=NC(=N2)C)N2C[C@@H](CC2)NC